O1COC2=C1C=CC(=C2)C#CC[SH-]CC(C)=O S-(3-(benzo[d][1,3]dioxol-5-yl)prop-2-yn-1-yl)2-oxopropanthiolate